BrC=1C(N(C=C(C1)C1(CC(C1)C)C1=NN=CN1CC)CC)=O 3-bromo-1-ethyl-5-[1-(4-ethyl-4H-1,2,4-triazol-3-yl)-3-methylcyclobutyl]pyridin-2(1H)-one